ClC1=CC=C(C=C1)S(=O)(=O)NC=1C=CC=2N(N1)C(=NN2)C2=CC=CC=C2 4-chloro-N-(3-phenyl-[1,2,4]triazolo[4,3-b]pyridazin-6-yl)benzenesulfonamide